(3Z)-14-iodo-3-tetradecene-1-ol ICCCCCCCCCC\C=C/CCO